5-amino-1-(2,6-dichloro-4-trifluoromethylphenyl)-3-cyano-4-trifluoromethylsulfonyl-pyrazole NC1=C(C(=NN1C1=C(C=C(C=C1Cl)C(F)(F)F)Cl)C#N)S(=O)(=O)C(F)(F)F